COC1=CC=C(C=C1)C(C(C(=O)C1=CC=CC=C1)C)=O 1-(4-methoxyphenyl)-2-methyl-3-phenylpropane-1,3-dione